(4-methyl-5-(2-(2,2,2-trifluoro-1,1-dimethylethyl)-4-pyridinyl)-2-thiazolyl)aminocarbonyl-L-prolin-13C1 CC=1N=C(SC1C1=CC(=NC=C1)C(C(F)(F)F)(C)C)NC(=O)N1[13C@@H](CCC1)C(=O)O